12-((3R,4R,5R)-3,4-bis(3-(tert-butoxy)-3-oxopropoxy)-5-((3-(tert-butoxy)-3-oxopropoxy)methyl)piperidin-1-yl)-12-oxododecanoic acid C(C)(C)(C)OC(CCO[C@@H]1CN(C[C@@H]([C@H]1OCCC(OC(C)(C)C)=O)COCCC(=O)OC(C)(C)C)C(CCCCCCCCCCC(=O)O)=O)=O